N-(3-(dimethylamino)propyl)-4-(1-(tetrahydro-2H-pyran-4-yl)-[1,2,4]triazolo[4,3-a]quinoxalin-8-yl)aniline CN(CCCNC1=CC=C(C=C1)C1=CC=C2N=CC=3N(C2=C1)C(=NN3)C3CCOCC3)C